N1=C(N=CC=C1)C(C)=O 1-(pyrimidin-2-yl)ethanone